NC=1C=C(CNCC2=CC=C(C=C2)S(=O)(=O)N(CC)CC)C=CC1 4-(((3-Aminobenzyl)amino)methyl)-N,N-diethylbenzenesulfonamide